tert-butyl (3e,5s)-3-[6-[2-cyano-3-[[ethyl(methyl)sulfamoyl]amino]-6-fluoro-phenoxy]-4-oxo-quinazolin-3-yl]-1-oxa-7-azaspiro[4.4]nonane-7-carboxylate C(#N)C1=C(OC=2C=C3C(N(C=NC3=CC2)C2CO[C@@]3(C2)CN(CC3)C(=O)OC(C)(C)C)=O)C(=CC=C1NS(N(C)CC)(=O)=O)F